6-(6-(((1R,2R,3S,5S)-2-fluoro-9-azabicyclo[3.3.1]nonan-3-yl)(methyl)amino)pyridazin-3-yl)quinolin-7-ol F[C@@H]1[C@H]2CCC[C@@H](C[C@@H]1N(C1=CC=C(N=N1)C=1C=C3C=CC=NC3=CC1O)C)N2